1-(2-Bromo-4-methylphenyl)-N-(2-fluoro-4-(8-isopropyl-2-(methylthio)-7-oxo-7,8-dihydropteridin-6-yl)phenyl)methanesulfonamide BrC1=C(C=CC(=C1)C)CS(=O)(=O)NC1=C(C=C(C=C1)C1=NC=2C=NC(=NC2N(C1=O)C(C)C)SC)F